IC=1C(NC=C(C1)C)=O 3-iodo-5-methyl-1H-pyridin-2-one